[N+](=O)([O-])C=1C=NN2C1N=C(C=C2)N2C(CCC2)=O 1-(3-nitropyrazolo[1,5-a]pyrimidin-5-yl)pyrrolidin-2-one